FC1(C(N=C(C2=CC=CC=C12)C=1C=NC2=C(C=CC=C2C1)F)(C)C)F 3-(4,4-Difluoro-3,3-dimethyl-3,4-dihydroisochinolin-1-yl)-8-fluorochinolin